CC1=CC(OC2=C1C=CC(=C2)OC(C=C)=O)=O 4-methyl-2-oxo-2H-benzopyran-7-ylacrylate